CC1=C(C=NC=2OCCNC21)N2CC=1N=C(N=CC1CC2)NC2=CC(=C(C=C2)NC(CN2CCOCC2)=O)C(F)(F)F N-{4-[(7-{8-methyl-1H,2H,3H-pyrido[2,3-b][1,4]oxazin-7-yl}-5H,6H,7H,8H-pyrido[3,4-d]pyrimidin-2-yl)amino]-2-(trifluoromethyl)phenyl}-2-(morpholin-4-yl)acetamide